N1C=C(C2=CC=CC=C12)CC(CCCC)NC(=O)C1=CC2=C(S1)C=CC(=C2)N2CCN(CC2)C N-(1-(1H-indol-3-yl)hexan-2-yl)-5-(4-methylpiperazin-1-yl)benzo[b]thiophene-2-Formamide